FC=1C(=CC(=NC1)OC)C1=CC(=NN1)C(=O)N1C2(CC2)C[C@H](CC1)C(=O)N[C@H]1[C@H]2CC[C@@H](CC1)N2C |o1:27| (7S)-4-[5-(5-fluoro-2-methoxypyridin-4-yl)-1H-pyrazole-3-carbonyl]-N-[(1R,2R*,5R)-8-methyl-8-azabicyclo[3.2.1]octan-2-yl]-4-azaspiro[2.5]octane-7-carboxamide